trans-3-ethyl-4-((3-(4-fluorophenylmethyl)-5-(trifluoromethyl)pyrazin-2-yl)amino)piperidine-1-carboxylic acid tert-butyl ester C(C)(C)(C)OC(=O)N1C[C@H]([C@@H](CC1)NC1=NC=C(N=C1CC1=CC=C(C=C1)F)C(F)(F)F)CC